C(C)OC1=C(C=CC=C1)NC(=O)N1CC2CNCC2C1 N-(2-ethoxyphenyl)hexahydropyrrolo[3,4-c]Pyrrole-2(1H)-carboxamide